glyceryl monocaprate (glyceryl monocaprylate) C(C(O)CO)CCCCCCCC(=O)O.O(C(=O)CCCCCCCCC)CC(O)CO